C=C(C(=O)OCC(=O)NS(N(C)C)(=O)=O)CC(=O)OCCCCCC 1-(2-((N,N-dimethylsulfamoyl)amino)-2-oxoethyl) 4-hexyl 2-methylenesuccinate